tert-butyl 4-(4'-chloro-5'-oxo-5'H-spiro[cyclohexane-1,7'-indolo[1,2-a]quinazolin]-9'-yl)-3'-hydroxy-[1,4'-bipiperidine]-1'-carboxylate ClC=1C=2C(N=C3N(C2C=CC1)C1=CC=C(C=C1C31CCCCC1)C1CCN(CC1)C1C(CN(CC1)C(=O)OC(C)(C)C)O)=O